(3R)-tert-butyl 11,11-difluoro-9-hydroxy-3-methyl-3,4,8,9,10,11-hexahydro-1H-pyrido[4',3':3,4]pyrazolo[1,5-a]azepine-2(7H)-carboxylate FC1(C=2N(CCC(C1)O)N=C1C2CN([C@@H](C1)C)C(=O)OC(C)(C)C)F